N-(2-(4-((2-(2,6-dioxopiperidin-3-yl)-7-fluoro-1-oxoisoindoline-5-yl)methyl)piperazine-1-yl)ethyl)-4,9-dioxo-4,9-dihydronaphtho[2,3-b]furan-2-carboxamide O=C1NC(CCC1N1C(C2=C(C=C(C=C2C1)CN1CCN(CC1)CCNC(=O)C1=CC2=C(O1)C(C1=CC=CC=C1C2=O)=O)F)=O)=O